CN1CC(CCC1)CCOC=1C2=C(N=C(N1)N1CCOCC1)N(CC2)C=2C=NC=CC2 4-(4-(2-(1-methylpiperidin-3-yl)ethoxy)-7-(pyridin-3-yl)-6,7-dihydro-5H-pyrrolo[2,3-d]pyrimidin-2-yl)morpholine